9-Fluorenylmethylcarbamate C1=CC=CC=2C3=CC=CC=C3C(C12)CNC([O-])=O